C1(=CC=CC=C1)C(C)NCC=C N-(1-phenylethyl)prop-2-en-1-amine